(2-methyl-1-oxo-1-(piperidin-4-ylamino)propan-2-yl)carbamic acid tert-butyl ester C(C)(C)(C)OC(NC(C(NC1CCNCC1)=O)(C)C)=O